6-fluoro-3,3-dimethyl-8-trifluoromethyl-3,4-dihydro-1H-quinoxaline-2-thione FC=1C=C2NC(C(NC2=C(C1)C(F)(F)F)=S)(C)C